N'-(2-chloro-6-fluoro-phenyl)-6-methyl-4-[[(1R,3S)-3-(propylamino)cyclopentyl]amino]pyrrolo[1,2-b]pyridazine-3-carboxamidine ClC1=C(C(=CC=C1)F)N=C(N)C1=C(C=2N(N=C1)C=C(C2)C)N[C@H]2C[C@H](CC2)NCCC